Methyl 2-(((3-butyl-3-ethyl-5-(4-fluorophenyl)-7-methoxy-1,1-dioxido-2,3,4,5-tetrahydro-1,5-benzothiazepin-8-yl)methyl)thio)-2-methylpropanoate C(CCC)C1(CS(C2=C(N(C1)C1=CC=C(C=C1)F)C=C(C(=C2)CSC(C(=O)OC)(C)C)OC)(=O)=O)CC